The molecule is a polyunsaturated fatty acid anion that is the conjugate base of (12Z,15Z,18Z,21Z,24Z)-triacontapentaenoic acid, obtained by deprotonation of the carboxy group; major species at pH 7.3. It is a conjugate base of a (12Z,15Z,18Z,21Z,24Z)-triacontapentaenoic acid. CCCCC/C=C\\C/C=C\\C/C=C\\C/C=C\\C/C=C\\CCCCCCCCCCC(=O)[O-]